[K].C(C)N(CCO)CC N,N-diethyl-ethanolamine potassium